(2,2-dimethylpiperazin-1-yl)(2-(3-fluoro-2-hydroxyphenyl)-6a-methyl-5,6,6a,7,9,10-hexahydro-8H-pyrazino-[1',2':4,5]pyrazino[2,3-c]pyridazin-8-yl)-methanone CC1(N(CCNC1)C(=O)N1CC2(N(C=3C(=NN=C(C3)C3=C(C(=CC=C3)F)O)NC2)CC1)C)C